N-((6-cyanopyridin-3-yl)methyl)-5-oxo-1-((1-sulfamoylcyclopropyl)methyl)-2,3-dihydro-1H,5H-pyrazino[3,2,1-ij][1,7]naphthyridine-6-carboxamide C(#N)C1=CC=C(C=N1)CNC(=O)C=1C(N2C3=C(N=CC=C3C1)N(CC2)CC2(CC2)S(N)(=O)=O)=O